1-[(piperazin-1-yl)carbonyl]-1H-pyrazole-3-carboxylic acid tert-butyl ester C(C)(C)(C)OC(=O)C1=NN(C=C1)C(=O)N1CCNCC1